6-(2-Fluoro-6-methylphenyl)isoquinoline-7-carbonitrile FC1=C(C(=CC=C1)C)C=1C=C2C=CN=CC2=CC1C#N